N,N'-bis(4-butyl)(phenyl)-N,N'-bis(phenyl)benzidine ethyl-1-(2,4-dichlorophenyl)-5-(ethoxycarbonyl)-5-methyl-2-pyrazoline-3-carboxylate C(C)OC(=O)C1=NN(C(C1)(C)C(=O)OCC)C1=C(C=C(C=C1)Cl)Cl.CCCCN(C1=CC(=C(C=C1)C1=CC=C(N(C2=CC=CC=C2)CCCC)C=C1)C1=CC=CC=C1)C1=CC=CC=C1